BrC1=C(C=C(OC2=CC=C(C=C2)CCC(=O)OC)C=C1)C methyl 3-(4-(4-bromo-3-methylphenoxy)phenyl)propanoate